2-Chloro-1-(2-methyl-1H-pyrrolo[3,2-b]pyridin-3-yl)-ethanone ClCC(=O)C1=C(NC=2C1=NC=CC2)C